C(C1=CC=CC=C1)C(C(=O)C1=CC=C(C=C1)N1CCOCC1)(CC)N(C)C 2-benzyl-2-(dimethylamino)-1-[4-(4-morpholinyl)phenyl]-1-Butanone